N=1C=NN2C1C=CC(=C2)C2=CNC1=NC=C(C=C12)NC1=CC(=NC=C1)N1CCN(CC1)C 3-([1,2,4]triazolo[1,5-a]pyridin-6-yl)-N-(2-(4-methylpiperazin-1-yl)pyridin-4-yl)-1H-pyrrolo[2,3-b]pyridin-5-amine